CC1(OB(OC1(C)C)C1=CN(C=C1)[Si](C(C)C)(C(C)C)C(C)C)C 3-(4,4,5,5-tetramethyl-1,3,2-dioxaborolan-2-yl)-1-(triisopropylsilyl)-1H-pyrrole